acetic acid (6S,9S)-9-benzyl-4,8,11-trioxo-6-(((S)-2-oxopyrrolidin-3-yl) methyl)-15-phenyl-12-oxa-3,7,10-triazapentadec-5-yl ester C(C1=CC=CC=C1)[C@@H](C(N[C@H](C(C(NCC)=O)OC(C)=O)C[C@H]1C(NCC1)=O)=O)NC(OCCCC1=CC=CC=C1)=O